5-[(2,6-dioxo-3-piperidinyl)amino]-2-(4-piperidinyl)benzonitrile hydrochloride Cl.O=C1NC(CCC1NC=1C=CC(=C(C#N)C1)C1CCNCC1)=O